(1-(4-Cyano-7H-pyrrolo[2,3-d]pyrimidin-2-yl)-4-phenylpiperidin-4-yl)carbamate C(#N)C=1C2=C(N=C(N1)N1CCC(CC1)(C1=CC=CC=C1)NC([O-])=O)NC=C2